CN(CCN(C1=CC(=C(C=C1[N+](=O)[O-])N)OC)C)C N4-(2-(dimethylamino)ethyl)-2-methoxy-N4-methyl-5-nitrobenzene-1,4-diamine